perfluoro-3,6-dioxa-4-methyl-7-octenesulfonic acid potassium salt [K+].FC(C(OC(C(OC(=C(F)F)F)(F)F)(C(F)(F)F)F)(F)F)(S(=O)(=O)[O-])F